NCCC=1C=CC(=NC1)C1=C(C=C(C#N)C=C1)CC=1N(N=C(C1)N(CC)CC)C 4-[5-(2-aminoethyl)pyridin-2-yl]-3-[[5-(diethylamino)-2-methylpyrazol-3-yl]methyl]benzonitrile